OC=1C=CC2=C(CN(S(O2)(=O)=O)[C@H](C)C=2C=C(C=CC2OC)C(CC(=O)OCC)C2=C(C3=C(N(N=N3)CCCCCCO)C=C2)C)C1 ethyl 3-{3-[(1R)-1-(6-hydroxy-2,2-dioxo-2H-1,2λ6,3-benzoxathiazin-3(4H)-yl)ethyl]-4-methoxyphenyl}-3-[1-(6-hydroxyhexyl)-4-methyl-1H-benzotriazol-5-yl]propanoate